9,9'-((3-(4-(3-cyano-9H-carbazol-9-yl)phenyl)-4-(2-(4,6-diphenylpyrimidin-2-yl)phenyl)pyridine-2,6-diyl)bis(3,1-phenylene))bis(9H-carbazole-3,6-dicarbonitrile) C(#N)C=1C=CC=2N(C3=CC=CC=C3C2C1)C1=CC=C(C=C1)C=1C(=NC(=CC1C1=C(C=CC=C1)C1=NC(=CC(=N1)C1=CC=CC=C1)C1=CC=CC=C1)C=1C=C(C=CC1)N1C2=CC=C(C=C2C=2C=C(C=CC12)C#N)C#N)C=1C=C(C=CC1)N1C2=CC=C(C=C2C=2C=C(C=CC12)C#N)C#N